C1=CC=CC=2C3=CC=CC=C3C(C12)COC(=O)NC(C(=O)OC(C)(C)C)CC1=CC(=C(C(=C1)F)C(F)(F)F)F tert-Butyl 2-((((9H-fluoren-9-yl)methoxy) carbonyl)amino)-3-(3,5-difluoro-4-(trifluoromethyl)phenyl)propanoate